tert-butyl (3S)-3-[6-[3-(benzhydrylideneamino)-2-chloro-6-fluoro-phenoxy]-4-oxo-quinazolin-3-yl]-8-azaspiro[4.5]decane-8-carboxylate C(C1=CC=CC=C1)(C1=CC=CC=C1)=NC=1C(=C(OC=2C=C3C(N(C=NC3=CC2)[C@H]2CCC3(C2)CCN(CC3)C(=O)OC(C)(C)C)=O)C(=CC1)F)Cl